C1=C(C=CC2=CC=CC=C12)CS(=O)CC1=CC2=CC=CC=C2C=C1 (naphthalen-2-ylmethyl) sulfoxide